N(=C=S)C1=NN2C(C3(N(CC2)C)CC3)=C1 2'-isothiocyanato-5'-methyl-6',7'-dihydro-5'H-spiro[cyclopropane-1,4'-pyrazolo[1,5-a]pyrazine]